CC(=O)N[C@@H]1[C@H]([C@@H]([C@H](OC1O)CO)O[C@@H]2[C@@H]([C@H]([C@H]([C@H](O2)CO)O)O[C@@H]3[C@@H]([C@H]([C@H]([C@H](O3)CO)O)O)O)O)O The molecule is an amino trisaccharide consisting of two D-galactose residues, linked alpha(1->3), and an N-acetyl-D-glucosamine residue, linked alpha(1->4), at the reducing end. It is a glucosamine oligosaccharide and an amino trisaccharide.